O=S1(CCN(CC1)C1=CC2=C(CC(O2)(C)C)C=C1NC(=O)C=1C=NN2C1N=CC=C2)=O N-[6-(1,1-dioxo-1,4-thiazinan-4-yl)-2,2-dimethyl-3H-benzofuran-5-yl]pyrazolo[1,5-a]pyrimidine-3-carboxamide